4,4'-dimethylbenzophenone CC1=CC=C(C(=O)C2=CC=C(C=C2)C)C=C1